1,3-di(thiophene-2-yl)propane-1,3-dione S1C(=CC=C1)C(CC(=O)C=1SC=CC1)=O